O1C(CCCC1)O[C@@H](CO)C (2R)-2-(tetrahydropyran-2-yloxy)propan-1-ol